N[C@H]1[C@@H]2N(C[C@H]1CC2)C(=O)C2=CC1=C(N(C(=N1)C=1N(C3=C(C=CC=C3C1)C1CCN(CC1)C(=O)N(C)C)CC1CC1)C)C(=C2)OC 4-(2-(5-((1R,4R,7R)-7-Amino-2-azabicyclo[2.2.1]heptan-2-carbonyl)-7-methoxy-1-methyl-1H-benzo[d]imidazol-2-yl)-1-(cyclopropylmethyl)-1H-indol-7-yl)-N,N-dimethylpiperidin-1-carboxamid